NC1=NNC2=CC=C(C(=C12)C)C1=C(C=C(C=C1)S(=O)(=O)NC1CC(C1)O)C 4-(3-amino-4-methyl-1H-indazol-5-yl)-N-((1r,3r)-3-hydroxycyclobutyl)-3-methylbenzenesulfonamide